ClC1=C(C=C(OCC(=O)NC23C[C@@H](C(CC2)(CC3)C(=O)NCC3=CC=C(C=C3)C(F)(F)F)O)C=C1)F (2S)-4-[2-(4-chloro-3-fluorophenoxy)acetamido]-2-hydroxy-N-{[4-(trifluoromethyl)phenyl]methyl}bicyclo[2.2.2]octane-1-carboxamide